4,4'-(((3-chloro-4-vinyl-1,2-phenylene)bis(oxy))bis(methylene))bis(methoxybenzene) ClC=1C(=C(C=CC1C=C)OCC1=CC=C(C=C1)OC)OCC1=CC=C(C=C1)OC